3-[[4-[(2R)-2-amino-4,4-dimethyl-pentoxy]-6-(2,6-dimethylphenyl)-5-ethyl-pyrimidin-2-yl]sulfamoyl]benzoic acid N[C@@H](COC1=NC(=NC(=C1CC)C1=C(C=CC=C1C)C)NS(=O)(=O)C=1C=C(C(=O)O)C=CC1)CC(C)(C)C